2,4,4,7-tetra-methyl-6-octen-3-one CC(C)C(C(CC=C(C)C)(C)C)=O